C(C)OC(C(F)(F)F)=O.ICCCI 1,3-diiodopropane ethyl-trifluoroacetate